N-octyl-N-undecylurea C(CCCCCCC)N(C(=O)N)CCCCCCCCCCC